ethanolamine dimaleate C(\C=C/C(=O)O)(=O)O.C(\C=C/C(=O)O)(=O)O.C(O)CN